CC1CN(CC(O1)C)CCCCCCCCCC=CC 1-(2,6-dimethylmorpholin-4-yl)dodec-10-en